(R)-3-(1-Fluorocyclopropyl)-3-hydroxy-N-((R)-2-methoxy-1-(3-(trifluoromethoxy)phenyl)ethyl)butanamid FC1(CC1)[C@](CC(=O)N[C@@H](COC)C1=CC(=CC=C1)OC(F)(F)F)(C)O